4-(dimethylamino)-cinnamic acid CN(C1=CC=C(C=CC(=O)O)C=C1)C